C(C)(C)(C)OC(=O)N[C@@H](C(=O)O)C (2R)-2-(tert-Butoxycarbonylamino)propionic acid